[2-(4-{(2-amino-ethyl)-[3-(2-tert-butoxycarbonylamino-ethylcarbamoyl)-propyl]-amino}-butyrylamino)-ethyl]-carbamic acid tert-butyl ester C(C)(C)(C)OC(NCCNC(CCCN(CCCC(NCCNC(=O)OC(C)(C)C)=O)CCN)=O)=O